dihexylammonium methanesulfonate CS(=O)(=O)[O-].C(CCCCC)[NH2+]CCCCCC